C(C)(=O)N1C2=C(N3[C@H]1CNCC3)N=CC(=C2)C(F)(F)F (R)-5-acetyl-3-(trifluoromethyl)-5a,6,8,9-tetrahydropyrido[3',2':4,5]imidazo[1,2-a]pyrazin